rac-dimethylsilylbis(4,5,6,7-tetrahydro-1-indenyl)zirconium (IV) dichloride [Cl-].[Cl-].C[SiH](C)[Zr+](C1C=CC=2CCCCC12)C1C=CC=2CCCCC12.C[SiH](C)[Zr+](C1C=CC=2CCCCC12)C1C=CC=2CCCCC12